ONC(\C=C\C=1C=C2CCC(C2=CC1)NS(=O)(=O)C1=CC=C(C=C1)C)=O (E)-N-hydroxy-3-(1-((4-methylphenyl)sulphonamido)-2,3-dihydro-1H-inden-5-yl)acrylamide